Cl.C(C1=CC=CC=C1)(=O)[C@](N)(CC(CNC(N)=N)C1=C(C(=O)N)C=CC=C1)C(=O)O |r| alpha-benzoyl-DL-arginine-4-yl-benzamide hydrochloride